4-((2-Cyanoquinolin-5-yl)oxy)piperidine-1-carboxylic acid tert-butyl ester C(C)(C)(C)OC(=O)N1CCC(CC1)OC1=C2C=CC(=NC2=CC=C1)C#N